(1R,2S,5R)-2-isopropyl-5-methylcyclohexyl (5R,6S)-1-(4-methoxybenzyl)-6-methyl-4-oxo-4,5,6,7-tetrahydro-1H-indazole-5-carboxylate COC1=CC=C(CN2N=CC=3C([C@@H]([C@H](CC23)C)C(=O)O[C@H]2[C@@H](CC[C@H](C2)C)C(C)C)=O)C=C1